2-methyl-N-(quinolin-3-ylmethylene)propane-2-sulfinamide CC(C)(C)S(=O)N=CC=1C=NC2=CC=CC=C2C1